C1CC(=O)N[C@@H]1C(=O)N[C@@H](CCC(=O)N)C(=O)[O-] The molecule is a peptide anion that is the conjugate base of pyroglutamylglutamine, obtained by deprotonation of the carboxy group; major species at pH 7.3. It has a role as a human metabolite. It is a conjugate base of a pyroglutamylglutamine.